ClC=1C=C(C=CC1C(F)(F)F)C(=O)N1CC(C(C12C=CCC2)O)(F)F (3-chloro-4-(trifluoromethyl)phenyl)(3,3-difluoro-4-hydroxy-1-azaspiro[4.4]nonen-1-yl)methanone